2-(3-(Methylthio)phenyl)acetonitrile CSC=1C=C(C=CC1)CC#N